tert-butyl (1R,5S)-3-(7-(2-amino-3-cyano-7-fluorobenzo[b]thiophen-4-yl)-2,8-difluoro-6-(trifluoromethyl)quinazolin-4-yl)-3,8-diazabicyclo[3.2.1]octane-8-carboxylate NC1=C(C2=C(S1)C(=CC=C2C2=C(C=C1C(=NC(=NC1=C2F)F)N2C[C@H]1CC[C@@H](C2)N1C(=O)OC(C)(C)C)C(F)(F)F)F)C#N